The molecule is an N-acyl-(2S)-hydroxyglycine resulting from the formal condensation of (9Z,12Z,15Z)-octadeca-9,12,15-trienoic acid with the amino group of (2S)-hydroxyglycine. It derives from an alpha-linolenic acid. It is a conjugate acid of a N-(9Z,12Z,15Z)-octadeca-9,12,15-trienoyl-(2S)-hydroxyglycinate. CC/C=C\\C/C=C\\C/C=C\\CCCCCCCC(=O)N[C@H](C(=O)O)O